octan-1,8-dioic acid C(CCCCCCC(=O)O)(=O)O